S(SC=1C=C(C2=CC=CC=C2C1)C(=O)OC)C=1C=C(C2=CC=CC=C2C1)C(=O)OC dimethyl 3,3'-disulfanediylbis(1-naphthoate)